(S)-(3-chloro-2,4-difluorophenyl)((trans)-3-(trifluoromethyl)-cyclobutyl)-methanamine oxalate C(C(=O)O)(=O)O.ClC=1C(=C(C=CC1F)[C@@H](N)[C@@H]1C[C@H](C1)C(F)(F)F)F